3-{4-[(2,2-dimethylpropyl)sulfamoyl]phenyl}-1-(pyridin-3-ylmethyl)urea CC(CNS(=O)(=O)C1=CC=C(C=C1)NC(NCC=1C=NC=CC1)=O)(C)C